FC(C=1C=CC=2N(N1)C(=CN2)C2=CC(=NC=N2)C2CN(CCC2)C(=O)C=2C=NN(C2)C)F (3-(6-(6-(Difluoromethyl)imidazo[1,2-b]pyridazin-3-yl)pyrimidin-4-yl)piperidin-1-yl)(1-methyl-1H-pyrazol-4-yl)methanone